4,5,6,7,8,9-hexahydrocycloocta[b]thiophene-2-carboxamide S1C2=C(C=C1C(=O)N)CCCCCC2